N-(4-(3-aminoprop-1-yn-1-yl)-3-(hydroxymethyl)phenyl)piperidine-4-carboxamide NCC#CC1=C(C=C(C=C1)NC(=O)C1CCNCC1)CO